N-(1-(4-methoxyphenyl)ethyl)pyrazolo[1,5-a]quinazolin-5-amine COC1=CC=C(C=C1)C(C)NC1=NC=2N(C3=CC=CC=C13)N=CC2